creatine, magnesium salt [Mg+2].O=C([O-])CN(C)C(N)=N.O=C([O-])CN(C)C(N)=N